N-(6-Methoxy-2-(1-(2-(piperidin-4-yl)ethyl)piperidin-4-yl)-2H-indazol-5-yl)-6-(trisFluoromethyl)picolinamide COC=1C(=CC2=CN(N=C2C1)C1CCN(CC1)CCC1CCNCC1)NC(C1=NC(=CC=C1)C(F)(F)F)=O